2-[(2S)-2,3-Dihydro[1,4]dioxino[2,3-b]pyridin-2-ylmethyl]-8-methyl-N-(4-methylbenzyl)-4,5-dihydro-2H-furo[2,3-g]indazol-7-carboxamid O1[C@H](COC2=NC=CC=C21)CN2N=C1C3=C(CCC1=C2)OC(=C3C)C(=O)NCC3=CC=C(C=C3)C